FC1=CC=C(C=C1)C1=CC(=C(C=C1)NC(OC(C)(C)C)=O)NC(C1=CC=C(C=C1)S(=O)(=N)C1=NC=C(C=C1)C)=O tert-butyl N-[4-(4-fluorophenyl)-2-[[4-[(5-methyl-2-pyridyl)sulfonimidoyl]benzoyl]amino]phenyl]carbamate